benzyl 4-((tert-butoxycarbonyl) (methyl) amino)-4-methylpiperidine-1-carboxylate C(C)(C)(C)OC(=O)N(C1(CCN(CC1)C(=O)OCC1=CC=CC=C1)C)C